OC1=CC=C(C=C1)C#CC#CC[C@H](CO)O (R)-7-(4-hydroxyphenyl)hepta-4,6-diyne-1,2-diol